butyl-benzenepropanal C(CCC)C1=C(C=CC=C1)CCC=O